(3s)-2-(4-(benzyloxy)phenoxy)-N-((2-fluorophenyl)carbamoyl)acetamide C(C1=CC=CC=C1)OC1=CC=C(OCC(=O)NC(NC2=C(C=CC=C2)F)=O)C=C1